FC=1C=C(C(=O)O)C=CC1S(=O)(=O)C 3-fluoro-4-(methylsulfonyl)benzoic acid